NC1=NC(=NC=2N1N=C(N2)C=2OC=CC2)NCC=2C=C(C=CC2)NS(=O)(=O)C=2C=C(C(=C(C(=O)N)C2)O)Cl 5-(N-(3-(((7-amino-2-(furan-2-yl)-[1,2,4]triazolo[1,5-a][1,3,5]triazin-5-yl)amino)methyl)phenyl)sulfamoyl)-3-chloro-2-hydroxybenzamide